(3R)-4-[(4-{[2-amino-4-(pentylamino)-5H-pyrrolo[3,2-d]pyrimidin-5-yl]methyl}-3-methoxyphenyl)methyl]-3-(fluoromethyl)piperazine-1-carboxylate NC=1N=C(C2=C(N1)C=CN2CC2=C(C=C(C=C2)CN2[C@H](CN(CC2)C(=O)[O-])CF)OC)NCCCCC